(4-(benzyloxy)-6-((2R,3S,4S,5R)-3-(3,4-difluoro-2-methoxyphenyl)-4,5-dimethyl-5-(trifluoromethyl)tetrahydrofuran-2-yl)-2-methylpyridin-3-yl)methanol C(C1=CC=CC=C1)OC1=C(C(=NC(=C1)[C@@H]1O[C@]([C@H]([C@H]1C1=C(C(=C(C=C1)F)F)OC)C)(C(F)(F)F)C)C)CO